C1CC12CCN(CC2)C2=C(C=CC=C2F)NS(=O)(=O)C2=CC=C(S2)S(=O)(=O)N(C)C N5-[2-(6-azaspiro[2.5]octan-6-yl)-3-fluoro-phenyl]-N2,N2-dimethyl-thiophene-2,5-disulfonamide